N-(6-(1-(3-cyano-4-fluorotetrahydrofuran-3-yl)piperidin-4-yl)-7-methylisoquinolin-3-yl)-2-(pyridin-2-yl)cyclopropane-1-carboxamide C(#N)C1(COCC1F)N1CCC(CC1)C=1C=C2C=C(N=CC2=CC1C)NC(=O)C1C(C1)C1=NC=CC=C1